ClC1=CC=2N=CN=C(C2N=C1)NC1CCCC2=CC=CC=C12 7-Chloro-N-(1,2,3,4-tetrahydronaphthalen-1-yl)pyrido[3,2-d]pyrimidin-4-amine